4-bromo-1,3-bis(α-hydroxyisopropyl)benzene BrC1=C(C=C(C=C1)C(C)(C)O)C(C)(C)O